2-((3r,5r,7r)-adamantan-1-yl)-N-(2-((6-methoxy-2-methyl-4-(((R)-1-(4-(2-((methylamino)methyl)phenyl)thiophen-2-yl)ethyl)amino)quinazolin-7-yl)oxy)ethyl)acetamide C12(CC3CC(CC(C1)C3)C2)CC(=O)NCCOC2=C(C=C3C(=NC(=NC3=C2)C)N[C@H](C)C=2SC=C(C2)C2=C(C=CC=C2)CNC)OC